CC1=NN(C=C1)C1=CC=CC=C1 3-methyl-1-phenylpyrazole